C(C1=CC=CC=C1)N1C(C(CC1=O)(C=1C=C2C=NN(C2=CC1Cl)C1=CC=C(C=C1)F)CC1=CC=CC=C1)=O 1,3-dibenzyl-3-(6-chloro-1-(4-fluorophenyl)-1H-indazol-5-yl)pyrrolidine-2,5-dione